ClC1=CC=C(C=C1)C1(CCC1)O 1-(4-chlorophenyl)cyclobutan-1-ol